C(C)(C)(C)OC(N(C)C1CCN(CC1)C1=CC(=C(C=C1)[N+](=O)[O-])OC)=O tertiary butyl(1-(3-methoxy-4-nitrophenyl)piperidin-4-yl)(methyl)carbamate